FC(N1N=CC=C1)(F)F 2-(trifluoromethyl)pyrazole